BrC=1C(=CC(=C(C(=O)NC(NC=2C(=NC=CC2C)C(C)C)=O)C1)F)I 5-Bromo-2-fluoro-4-iodo-N-((2-isopropyl-4-methylpyridin-3-yl)carbamoyl)benzamide